diphenyl-4-(vinyl)phenyl-phosphine sulfur [S].C1(=CC=CC=C1)P(C1=CC=C(C=C1)C=C)C1=CC=CC=C1